6-(3-((benzyloxy)methyl)-4-ethyl-5-oxo-4,5-dihydro-1H-1,2,4-triazol-1-yl)-7-fluoro-2-(2-methoxy-3,5-dimethylpyridin-4-yl)-4-(prop-1-en-2-yl)-3,4-dihydroisoquinolin-1(2H)-one C(C1=CC=CC=C1)OCC1=NN(C(N1CC)=O)C=1C=C2C(CN(C(C2=CC1F)=O)C1=C(C(=NC=C1C)OC)C)C(=C)C